C(C)OC(=O)C1C(C=2N(CC1)N=C(C2)Br)=O.OC2=C(C(=C(C=C2)I)C2=C(C=C(C=C2C)C)C)OS(=O)(=O)C2=CC=C(C)C=C2 hydroxy(p-toluenesulfonyloxy)mesityliodobenzene ethyl-2-bromo-4-oxo-4,5,6,7-tetrahydropyrazolo[1,5-a]pyridine-5-carboxylate